O=C1NC(CCC1NC(C1=NC(=CC=C1)\C=C\CNC(C1=NC=C(C=C1)C=1N=CC2=C(C=CC=C2C1)C1=CC(=CC=2NC(C[C@H](NC21)C)=O)CC)=O)=O)=O N-(2,6-Dioxopiperidin-3-yl)-6-((E)-3-(5-(8-((R)-8-ethyl-4-methyl-2-oxo-2,3,4,5-tetrahydro-1H-benzo[b][1,4]diazepin-6-yl)isoquinolin-3-yl)picolinamido)prop-1-en-1-yl)picolinamide